N-[rac-(4S,5R)-7-ethyl-3-methyl-4-[3-[2-(morpholinomethyl)prop-2-enoylamino]phenyl]-6-oxo-1-phenyl-4,5-dihydropyrazolo[3,4-b]pyridin-5-yl]-3-(trifluoromethyl)benzamide C(C)N1C2=C([C@@H]([C@H](C1=O)NC(C1=CC(=CC=C1)C(F)(F)F)=O)C1=CC(=CC=C1)NC(C(=C)CN1CCOCC1)=O)C(=NN2C2=CC=CC=C2)C |r|